(2S,3R)-3-((methoxycarbonyl)amino)piperidine-2-carboxylic acid methyl ester COC(=O)[C@H]1NCCC[C@H]1NC(=O)OC